NC=1N=NC(=CC1N1CC(C(CC1)C)C1=CC=C(C(=O)OC)C=C1)Cl Methyl 4-(1-(3-amino-6-chloropyridazin-4-yl)-4-methylpiperidin-3-yl)benzoate